(S)-2-(4-((1,2-dimethyl-6-((1-(3-(trifluoromethyl)phenyl)ethyl)carbamoyl)-1H-indol-3-yl)methyl)phenoxy)-2-methylpropanoic acid CN1C(=C(C2=CC=C(C=C12)C(N[C@@H](C)C1=CC(=CC=C1)C(F)(F)F)=O)CC1=CC=C(OC(C(=O)O)(C)C)C=C1)C